(4-(3-oxa-8-azabicyclo[3.2.1]octane-8-carbonyl)-2-ethoxyphenyl)(1,4-dihydro-2H-spiro[isoquinoline-3,4'-piperidin]-1'-yl-1,1-d2)methanone C12COCC(CC1)N2C(=O)C2=CC(=C(C=C2)C(=O)N2CCC1(CC2)NC(C2=CC=CC=C2C1)([2H])[2H])OCC